bis-(styryl)bromomethane C(=CC1=CC=CC=C1)C(Br)C=CC1=CC=CC=C1